CC1=CC(=CC2=C1N(C(N2)=O)C2CCN(CC2)C(=O)OC(C)(C)C)C=2C=C(C=1N(C2)N=CN1)C tert-butyl 4-(7-methyl-5-(8-methyl-[1,2,4]triazolo[1,5-a]pyridin-6-yl)-2-oxo-2,3-dihydro-1H-benzo[d]imidazol-1-yl)piperidine-1-carboxylate